4-((4-cyclopropyl-5-fluoro-2-(N-methyl-methanesulfonamido)phenyl)amino)-N-ethoxy-6-(pyrazin-2-yl-amino)-nicotinamide C1(CC1)C1=CC(=C(C=C1F)NC1=CC(=NC=C1C(=O)NOCC)NC1=NC=CN=C1)N(S(=O)(=O)C)C